C1(CC1)OCCN cyclopropoxyethylamine